ClC1=CC(=C(C(=O)O)C=C1F)C=1N(C(=C(C1)C(=O)NC1=CC=C(C=C1)C#N)C)C 4-chloro-2-(4-{[(4-cyanophenyl)amino]carbonyl}-1,5-dimethyl-1H-pyrrol-2-yl)-5-fluorobenzoic acid